2-(3-fluoro-2-methoxypyridin-4-yl)propionic acid FC=1C(=NC=CC1C(C(=O)O)C)OC